C(C)(C)(C)OC(=O)N1C[C@H](CCC1)COS(=O)(=O)C.BrC=1C(OC2=CC(=CC=C2C1)NS(=O)(=O)C)(C)C N-(3-bromo-2,2-dimethyl-2H-chromen-7-yl)methanesulfonamide tert-butyl-(S)-3-(((methylsulfonyl)oxy)methyl)piperidine-1-carboxylate